ClC1=CC=C(C=C1)C=1C(=CC=CC1)C(=O)N 4'-chloro-2-biphenylformamide